C(C#C)OS(=O)(=O)CCCCS(=O)(=O)CC 4-(ethanesulfonyl)butanesulfonic acid 2-propynyl ester